cetyl octanoate (CETYL CAPRYLATE) C(CCCCCCCCCCCCCCC)C(C(=O)O)CCCCCC.C(CCCCCCC)(=O)OCCCCCCCCCCCCCCCC